2-(2,4-dioxo-1,4-dihydroquinazolin-3(2H)-yl)-N-(1-(4-methylmorpholin-2-yl)ethyl)acetamide O=C1NC2=CC=CC=C2C(N1CC(=O)NC(C)C1CN(CCO1)C)=O